t-octylperoxyisobutyl monocarbonate C(OC(C(C)C)OOC(C)(C)CC(C)(C)C)([O-])=O